COC(/C(=N/OC)/C1=C(C(=CC=C1)C)CO/N=C/1\CCC2=CC(=CC=C12)Br)=O (2E)-2-[2-[[(E)-(5-bromoindan-1-ylidene)amino]oxymethyl]-3-methyl-phenyl]-2-methoxyimino-acetic acid methyl ester